C(C)N(C1=CC=C(C=C1)N)CC N,N-diethyl-p-phenylene-diamine